2,4-di-tert-butyl-5-methyl-phenol C(C)(C)(C)C1=C(C=C(C(=C1)C(C)(C)C)C)O